(R)-2-(3-(5-(trifluoromethyl)pyridin-2-yloxy)pyrrolidin-1-yl)phenol FC(C=1C=CC(=NC1)O[C@H]1CN(CC1)C1=C(C=CC=C1)O)(F)F